NCC(COC(CC1=CC=C(C=C1)C1=CC=CC=C1)=O)(F)F [1,1'-biphenyl]-4-acetic acid 3-amino-2,2-difluoropropyl ester